BrC1=CC=C(C=C1)S(=O)(=O)N1CCCCCC1 1-((4-bromophenyl)sulfonyl)azepane